N-[4-(3-cyanophenyl)-5-[2-(hydroxymethyl)-6-methyl-4-pyridinyl]thiazol-2-yl]-1,3-dimethyl-2,4-dioxo-1,3,8-triazaspiro[4.5]decane-8-carboxamide C(#N)C=1C=C(C=CC1)C=1N=C(SC1C1=CC(=NC(=C1)C)CO)NC(=O)N1CCC2(C(N(C(N2C)=O)C)=O)CC1